O1-[2-(hydroxymethyl)-3-[8-(1-methylnonoxy)-8-oxo-octanoyl]oxy-2-[[8-(1-methylnonoxy)-8-oxo-octanoyl]oxymethyl]propyl] O8-(1-methylnonyl) octanedioate C(CCCCCCC(=O)OC(CCCCCCCC)C)(=O)OCC(COC(CCCCCCC(=O)OC(CCCCCCCC)C)=O)(COC(CCCCCCC(=O)OC(CCCCCCCC)C)=O)CO